COC=1C(=CC(N2C(=C(SC12)C1=CC(=C(C=C1)OCCC=C(C)C)C)C(=O)O)=O)CC1=CC=CC2=CC=CC=C12 5-methoxy-8-[4-(4-methyl-3-pentenyloxy)-3-methyl-phenyl]-4-[(1-naphthyl)methyl]-2-oxo-7-thia-1-azabicyclo[4.3.0]nonane-3,5,8-triene-9-carboxylic acid